3-Chloro-N-((1r,3r)-3-((8-cyanoquinolin-5-yl)oxy)-2,2,4,4-tetramethylcyclobutyl)-4-(4-(hydroxymethyl)piperidin-1-yl)benzamide ClC=1C=C(C(=O)NC2C(C(C2(C)C)OC2=C3C=CC=NC3=C(C=C2)C#N)(C)C)C=CC1N1CCC(CC1)CO